methylenebis(6-cyclohexyl-p-cresol) C(C1=CC(=CC(=C1O)C1CCCCC1)C)C1=CC(=CC(=C1O)C1CCCCC1)C